(R)-N-(7-chloro-6-(4-((3S,4S)-4-hydroxy-3-methyltetrahydrofuran-3-yl)piperazin-1-yl)isoquinolin-3-yl)spiro[2.2]pentane-1-carboxamide ClC1=C(C=C2C=C(N=CC2=C1)NC(=O)[C@@H]1CC12CC2)N2CCN(CC2)[C@]2(COC[C@H]2O)C